C(CCCCCCC)OC(CCC(=O)OCCCCCCN(CCCCCCOC(CCC(OCCCCCCCC)OCCCCCCCC)=O)CCCNC(=S)N(C)C)OCCCCCCCC ((3-(3,3-dimethylthioureido)propyl)-azanediyl)bis(hexane-6,1-diyl) bis(4,4-bis(octyloxy)butanoate)